FC1=CC=C(C=2NC=NC21)C(=O)O 4-fluoro-1H-benzo[d]imidazol-7-carboxylic acid